(S)-methyl 2-amino-3-(2',6'-dimethoxy-4'-(2,5,8,11,14,17,20,23,26,29,32,35,38,41,44,47,50,53,56,59,62,65,68,71,74-pentacosaoxapentaheptacontyl)-[1,1'-biphenyl]-4-yl)propanoate N[C@H](C(=O)OC)CC1=CC=C(C=C1)C1=C(C=C(C=C1OC)COCCOCCOCCOCCOCCOCCOCCOCCOCCOCCOCCOCCOCCOCCOCCOCCOCCOCCOCCOCCOCCOCCOCCOCCOC)OC